1-Isopropyl-N-(2-methoxy-5-(4-(trifluoromethyl)phenoxy)phenyl)-5-oxopyrrolidine-2-carboxamide C(C)(C)N1C(CCC1=O)C(=O)NC1=C(C=CC(=C1)OC1=CC=C(C=C1)C(F)(F)F)OC